2-Oxo-6-(trifluoromethyl)-5-(4-((4-(trifluoromethyl)benzyl)oxy)phenyl)-1,2-dihydropyridine-3-carboxamide O=C1NC(=C(C=C1C(=O)N)C1=CC=C(C=C1)OCC1=CC=C(C=C1)C(F)(F)F)C(F)(F)F